N1(CCC1)CCC(=O)N[C@@H](C(F)F)C1=CC(=CC=C1)Cl (R)-3-(azetidin-1-yl)-N-(1-(3-chlorophenyl)-2,2-difluoroethyl)propionamide